3-[(Z)-2-(2-chloro-6-methylpyridin-3-yl)ethenyl]pyrrolidine-1-carboxylate ClC1=NC(=CC=C1\C=C/C1CN(CC1)C(=O)[O-])C